FC1=C(C=C(C=C1)N1C(=NN=C1)C=1C=C(C=2N(C1)C(=CN2)C2=CC=C(C=C2)NC(COC)=O)C)OC N-[4-[6-[4-(4-fluoro-3-methoxy-phenyl)-1,2,4-triazol-3-yl]-8-methyl-imidazo[1,2-a]pyridin-3-yl]phenyl]-2-methoxy-acetamide